C(C)N1N=C2N=C(C=NC2=C1)N[C@@H](C)C=1C=C(C=CC1)NC(C1=CN=C(C(=C1)C)OC)=O (S)-N-(3-(1-((2-ethyl-2H-pyrazolo[3,4-b]pyrazin-6-yl)amino)ethyl)phenyl)-6-methoxy-5-methylnicotinamide